[O-]CCCC.C(C)CC(CC(=O)[O-])=O.C(C)CC(CC(=O)[O-])=O.[Al+3] aluminum di(ethylacetoacetate) mono-n-butoxide